2-(1H-imidazol-1-yl)-5-(3-((E)-((1S,5R)-1-methyl-9-azabicyclo[3.3.1]nonan-3-ylidene)methyl)-1,2,4-triazin-6-yl)pyridin-4-ol N1(C=NC=C1)C1=NC=C(C(=C1)O)C1=CN=C(N=N1)/C=C\1/C[C@@]2(CCC[C@H](C1)N2)C